2,3-dihydroxypropyl mercaptan OC(CS)CO